CC1=CC(=C(C(N1)=O)CC1=C(C(=O)N)C=CC=C1)CCC ((6-methyl-2-oxo-4-propyl-1,2-dihydropyridin-3-yl)methyl)benzamide